C1(CCC1)OC=1C(CCN(C1)CO)=O 5-cyclobutoxy-1-(hydroxymethyl)-4-oxo-3,4-dihydropyridine